C(C)C1=C(C=CC(=C1)N)C1=C(C=C(C=C1)N)CC 2,2'-diethyl-4,4'-diamino-biphenyl